CC1=NN(C(=C1)C1=NSC=2C1=NC(=CC2C2(CCCCC2)C#N)N2[C@@H](COCC2)C)C2OCCCC2 {3-[3-methyl-1-(Oxacyclohexan-2-yl)-1H-pyrazol-5-yl]-5-[(3R)-3-methylmorpholin-4-yl]-[1,2]thiazolo[4,5-b]pyridin-7-yl}cyclohexane-1-carbonitrile